COC1=CC=C(C=C1)CCNS(=O)(=O)C1=CC=C(C=C1)C N-(4-methoxyphenylethyl)-4-methylbenzenesulfonamide